Ethyl 2-(4-fluorophenyl)-3-(trifluoromethyl)pyrazole-4-carboxylate FC1=CC=C(C=C1)N1N=CC(=C1C(F)(F)F)C(=O)OCC